C(C)SC1=NN2C(N=CC=C2SCC)=C1C1=NC=C(N=C1)OCC(C(F)(F)F)(F)F 2,7-bis(ethylthio)-3-(5-(2,2,3,3,3-pentafluoropropoxy)pyrazin-2-yl)pyrazolo[1,5-a]pyrimidine